((6-isopropyl-2-(4-methylpiperazin-1-yl)pyrido[3,4-d]pyrimidin-4-yl)amino)-N-methyl-N-phenylethane-1-sulfonamide C(C)(C)C1=CC2=C(N=C(N=C2NC(C)S(=O)(=O)N(C2=CC=CC=C2)C)N2CCN(CC2)C)C=N1